BrC1=CN=C(N1C)C(=O)NC1=CC(=C(C(=O)N2CCN(CC2)C(=O)NC2CC(C2)NC(OC(C)(C)C)=O)C=C1)Cl rac-tert-butyl ((1s,3s)-3-(4-(4-(5-bromo-1-methyl-1H-imidazole-2-carboxamido)-2-chlorobenzoyl)piperazine-1-carboxamido)cyclobutyl)carbamate